N-[8-amino-6-(4-methyl-3-pyridinyl)-2,7-naphthyridin-3-yl]Carbamic acid NC=1N=C(C=C2C=C(N=CC12)NC(O)=O)C=1C=NC=CC1C